5,5'-diisopropyl-3,3'-dimethyl-[2,2'-binaphthalene]-1',7,7'-triol C(C)(C)C1=C2C=C(C(=CC2=CC(=C1)O)C=1C(=C2C=C(C=C(C2=CC1C)C(C)C)O)O)C